OC(C)(C)C1=CC(=NN(C1=O)C=1C=NC=C(C1)C=1N(N=NC1)C)C(=O)OC methyl 5-(1-hydroxy-1-methyl-ethyl)-1-[5-(3-methyltriazol-4-yl)-3-pyridyl]-6-oxo-pyridazine-3-carboxylate